C(C)(C)(C)[Si](F)(C1=CC=CC=C1)C(C)(C)C di-tert-butylphenyl-fluorosilane